C(C1=CC=CC=C1)N1C(=NC(=C1)C1=CC(=CC=C1)Cl)C1=CC=C(C=C1)Cl 1-benzyl-4-(3-chlorophenyl)-2-(4-chlorophenyl)-1H-imidazole